BrCC1=CC=C(C=C1)C=1C(=CC=CC1)C#N 4'-(bromomethyl)-[1,1'-biphenyl]-2-carbonitrile